2-(5-Bromo-1-methyl-2-oxo-1,2-dihydropyridin-3-ylamino)-5-methyl-4,5-dihydropyrazolo[1,5-a]pyrazin-6(7H)-one BrC=1C=C(C(N(C1)C)=O)NC1=NN2C(CN(C(C2)=O)C)=C1